N(=C=O)CCC1=C(NC2=CC=CC=C12)C 3-(2-isocyanatoethyl)-2-methyl-1H-indole